COC=1C=CC2=C(C(CCC3=C2C(=NO3)C)NC3=CC=C(C=C3)OC)C1 8-methoxy-N-(4-methoxyphenyl)-1-methyl-5,6-dihydro-4H-benzo[6,7]cyclohepta[1,2-d]isoxazol-6-amine